C(C)(C)OC=1C=CC(=NC1)C1=CN=C(O1)NC1=NC=CC=C1N(C)C N2-(5-(5-isopropoxy-pyridin-2-yl)oxazol-2-yl)-N3,N3-dimethyl-pyridine-2,3-diamine